octyl-1-thiopyran C(CCCCCCC)C1SC=CC=C1